(2R,3S,4R,5R,6S)-6-methyltetrahydro-2H-pyran-2,3,4,5-tetrayl tetrakis(propionate) C(CC)(=O)O[C@H]1O[C@H]([C@H]([C@H]([C@@H]1OC(CC)=O)OC(CC)=O)OC(CC)=O)C